3-Fluoro-5-nitrophenol FC=1C=C(C=C(C1)[N+](=O)[O-])O